3,7-dichloro-8-quinolinic acid ClC=1C=NC2=C(C(=CC=C2C1)Cl)C(=O)O